1-[3-[2,2-difluoroethyl-(6,7-difluoro-1-methyl-[1,2,4]triazolo[4,3-a]quinazolin-5-yl)amino]-5-fluoro-phenyl]pent-1-yn-3-ol FC(CN(C=1C=C(C=C(C1)F)C#CC(CC)O)C1=NC=2N(C3=CC=C(C(=C13)F)F)C(=NN2)C)F